2-(2-hydroxy-5-methylphenyl)phenol OC1=C(C=C(C=C1)C)C1=C(C=CC=C1)O